[Si](C)(C)(C(C)(C)C)O[C@@H](COC1=NC=C(C=N1)N)C (R)-2-(2-((tert-butyldimethylsilyl)oxy)propoxy)pyrimidin-5-amine